FC1=C(C=CC(=C1C)OC1=CC2=C(N(C=N2)C)C=C1)NC=1C2=C(N=CN1)C=CC(=N2)C2CCN(CC2)C(C=C)=O 1-(4-(4-((2-fluoro-3-methyl-4-((1-methyl-1H-benzo[d]imidazol-5-yl)oxy)phenyl)amino)pyrido[3,2-d]pyrimidin-6-yl)piperidin-1-yl)prop-2-en-1-one